C1(=CC=CC=C1)C1=C(C(=NN=N1)C=1C(=C(C=CC1)C1=CC=CC=C1)C1=C(C=CC=2OC3=C(C21)C=CC=C3)C3=CC=CC=C3)C3=C(C(=CC=2C1=CC=CC=C1CC32)C)C [phenyl(dimethylfluorenyl)triazinyl](phenyldibenzofuranyl)biphenyl